zirconium mono-sec-butoxide CC([O-])CC.[Zr+]